tert-butyl (6'-chloro-5-(2-hydroxypropan-2-yl)-[2,3'-bipyridin]-4'-yl)carbamate ClC1=CC(=C(C=N1)C1=NC=C(C=C1)C(C)(C)O)NC(OC(C)(C)C)=O